1-((4aR,6R,7R,8S,8aR)-6-allyl-7-((tert-butyldimethylsilyl)oxy)-2,2-dimethylhexahydropyrano[3,2-d][1,3]dioxin-8-yl)-4-(3,4,5-trifluorophenyl)-1H-1,2,3-triazole C(C=C)[C@@H]1[C@@H]([C@H]([C@H]2OC(OC[C@H]2O1)(C)C)N1N=NC(=C1)C1=CC(=C(C(=C1)F)F)F)O[Si](C)(C)C(C)(C)C